O=C1C2(C=3C(=NC=CC3)N1COCC[Si](C)(C)C)CCC1=C(C=C(O1)C(=O)OCC)C2 Ethyl 2'-oxo-1'-((2-(trimethylsilyl)ethoxy)methyl)-1',2',6,7-tetrahydro-4H-spiro[benzofuran-5,3'-pyrrolo[2,3-b]pyridine]-2-carboxylate